N-methyl-meta-toluidine CNC1=CC(=CC=C1)C